BrC=1C=C(C=NC1Cl)C1(CC(C1)C)C(=O)NN 1-(5-bromo-6-chloropyridin-3-yl)-3-methylcyclobutane-1-carbohydrazide